tert-butyl (2S,3S)-2-(6-bromo-4-oxo-3,4-dihydrothieno[3,2-d]pyrimidin-2-yl)-3-methylpyrrolidine-1-carboxylate BrC1=CC=2N=C(NC(C2S1)=O)[C@H]1N(CC[C@@H]1C)C(=O)OC(C)(C)C